2-chloro-3,4-difluorobenzaldehyde ClC1=C(C=O)C=CC(=C1F)F